C(C)(C)(C)C1C(CCCC1)OCC(CC)O 1-((2-(tert-butyl)cyclohexyl)oxy)-butan-2-ol